ClC1=CC=C(C(=N1)C(=O)O)N[C@H](C)C=1C=C(C=C2C(C(=C(OC12)C1=C(C=CC(=C1)C#N)F)C)=O)C 6-Chloro-3-[[(1R)-1-[2-(5-cyano-2-fluorophenyl)-3,6-dimethyl-4-oxo-chromen-8-yl]ethyl]-amino]pyridine-2-carboxylic acid